C1(=CC=CC=C1)N=CC1=C(C=CC=C1)O ((phenylimino)methyl)phenol